C(C=C)(=O)O.C(C=C)(=O)O.CN(CCO)CCO N-methyldiethanolamine diacrylate